CN1C(C(=C(C(=C1)C)[O-])NC(N[C@@H](CC(=O)[O-])C=1C=C(C=CC1)C1=CC=C(C=C1)C)=O)=O.[Na+].[Na+] Natrium (S)-3-(3-(1,5-Dimethyl-4-oxido-2-oxo-1,2-dihydropyridin-3-yl)ureido)-3-(4'-methylbiphenyl-3-yl)propanoat